O(C)Cl methoxyl-chlorine